ethyl 2-(2-trifluoromethyl-4-iodophenyl)-2-methylpropionate FC(C1=C(C=CC(=C1)I)C(C(=O)OCC)(C)C)(F)F